N-(tetrahydropyran-3-yl)pyridazine-3-carboxamide O1CC(CCC1)NC(=O)C=1N=NC=CC1